C(=O)O.ClC1=C(C(=CC=C1)Cl)N1CC(C1)C=1C(=C(C(=NC1)CN1CCC(CC1)C(=O)O)C)C 1-((5-(1-(2,6-dichlorophenyl)azetidin-3-yl)-3,4-dimethylpyridin-2-yl)methyl)-piperidine-4-carboxylic acid, formate salt